3-(4-Chloro-phenyl)-adamantane-1-carboxylic acid (9-ethyl-9H-carbazol-3-yl)-amide C(C)N1C2=CC=CC=C2C=2C=C(C=CC12)NC(=O)C12CC3(CC(CC(C1)C3)C2)C2=CC=C(C=C2)Cl